[NH]C=1C2=C(N=CN1)NC=C2 4-(λ2-azaneyl)-7H-pyrrolo[2,3-d]pyrimidine